2,8-Dibenzyl-6-(2,6-difluorophenyl)imidazo[1,2-a]pyrazin-3(7H)-on C(C1=CC=CC=C1)C1=NC=2N(C=C(NC2CC2=CC=CC=C2)C2=C(C=CC=C2F)F)C1=O